1-Chloro-1,2,2,2-tetrafluoroethane ClC(C(F)(F)F)F